N-(6-(4,5-dimethyl-4H-1,2,4-triazol-3-yl)isoquinolin-3-yl)-1-(3,3,3-trifluoropropyl)piperidine-4-carboxamide CN1C(=NN=C1C)C=1C=C2C=C(N=CC2=CC1)NC(=O)C1CCN(CC1)CCC(F)(F)F